C(C)(C)C1=C(N=C(N1)CC1=C(C=C(C=C1)F)F)C=C1C(NCC(N1)=O)=O (5-isopropyl-1-(2,4-difluorobenzylimidazol-4-yl)methylene)piperazine-2,5-dione